tert-butyl (tert-butoxycarbonyl)(5-(((6-(((6-cyclopropylimidazo[1,2-a]pyridin-2-yl)methyl)amino)pyrimidin-4-yl)oxy)methyl)-4,6-dimethylpyridin-2-yl)carbamate C(C)(C)(C)OC(=O)N(C(OC(C)(C)C)=O)C1=NC(=C(C(=C1)C)COC1=NC=NC(=C1)NCC=1N=C2N(C=C(C=C2)C2CC2)C1)C